ethyl-hydroxystyrene C(C)C(=CC1=CC=CC=C1)O